C(C)OC1=CC=C(C=C1)N1C(NC=2C1=NC=CC2)=O 3-(4-ethoxyphenyl)-1H-imidazo[4,5-b]pyridin-2(3H)-one